ethyl-(2,4,6-trimethylbenzoyl) phenylphosphonate C1(=CC=CC=C1)P(OC(C1=C(C(=C(C=C1C)C)CC)C)=O)([O-])=O